8-((3S,4S)-3-ethoxy-4-(4-(trifluoromethoxy)phenoxy)piperidin-1-yl)-5-methyl-6-oxo-5,6-dihydro-1,5-naphthyridine-2-carbonitrile C(C)O[C@H]1CN(CC[C@@H]1OC1=CC=C(C=C1)OC(F)(F)F)C1=CC(N(C=2C=CC(=NC12)C#N)C)=O